3-{2-cyano-1-[4-(7H-pyrrolo-[2,3-d]pyrimidin-4-yl)-1H-pyrazol-1-yl]ethyl}-N-(3-methoxyphenyl)benzene-sulfonamide trifluoroacetate FC(C(=O)O)(F)F.C(#N)CC(N1N=CC(=C1)C=1C2=C(N=CN1)NC=C2)C=2C=C(C=CC2)S(=O)(=O)NC2=CC(=CC=C2)OC